ClC1=C(C=C(O[C@@H]2[C@H](CN(CC2)C2=CC(N(C=3C=CC(=NC23)C#N)C)=O)OCC)C=C1)F 8-((3S,4S)-4-(4-Chloro-3-fluorophenoxy)-3-ethoxypiperidin-1-yl)-5-methyl-6-oxo-5,6-dihydro-1,5-naphthyridin-2-carbonitril